(R)-N-(2-(2-(4-chlorobenzyl)-5-(3,5-difluorobenzyl)-3-oxo-2,3,4,5,6,7-hexahydro-1H-pyrazolo[4,3-c]pyridin-1-yl)ethyl)-2-hydroxypropanamide ClC1=CC=C(CN2N(C3=C(CN(CC3)CC3=CC(=CC(=C3)F)F)C2=O)CCNC([C@@H](C)O)=O)C=C1